CC=1N=C(SC1C1=CC(=NC=C1)C1(CC1)C(F)(F)F)N 4-methyl-5-(2-(1-(trifluoromethyl)cyclopropyl)pyridin-4-yl)thiazol-2-amine